[6-chloro-4-(5-diethoxyphosphoryl-2-furyl)-1,3-benzodioxol-2-yl]methanol ClC=1C=C(C2=C(OC(O2)CO)C1)C=1OC(=CC1)P(=O)(OCC)OCC